N-((1-(4-fluorobenzyl)piperidin-4-yl)methyl)nicotinamide 1,2-bis(7-benzothiophenylthio)ethylphenyl-acrylate S1C=CC2=C1C(=CC=C2)SC(CSC2=CC=CC=1C=CSC12)C=C(C(=O)O)C1=CC=CC=C1.FC1=CC=C(CN2CCC(CC2)CNC(C2=CN=CC=C2)=O)C=C1